NC1=C(C(=NC(=N1)N1CCC(CC1)(C)N)C(=O)O)C1=C(C(=CC=C1)Cl)Cl 6-amino-2-(4-amino-4-methyl-piperidin-1-yl)-5-(2,3-dichloro-phenyl)-pyrimidine-4-carboxylic acid